FC1([C@H](CNC1)OC1=NC=CC(=C1)C(F)(F)F)F 2-[(3S)-4,4-difluoropyrrolidin-3-yl]oxy-4-(trifluoromethyl)pyridine